C(#CCC)OC(=O)N[C@@H](CCCCN)C(=O)O N-(butynyloxycarbonyl)-lysine